C(C)(=O)NCCCC[C@@H](C(=O)NCCC(=O)[O-])NC(=O)OC(C)(C)C 3-((S)-6-acetamido-2-((tert-butoxycarbonyl)amino) hexanamido)propanoate